N-(3-(4-fluorothien-2-yl)-1H-pyrazol-5-yl)-4-(3-morpholinopropoxy)benzamide FC=1C=C(SC1)C1=NNC(=C1)NC(C1=CC=C(C=C1)OCCCN1CCOCC1)=O